C(C)OC(=O)C1=C(C2=C(S1)C=CC=C2F)CCC2=CC=C(C=C2)C(N)=O 3-(4-carbamoyl-phenethyl)-4-fluorobenzo[b]Thiophene-2-carboxylic acid ethyl ester